5-chloro-3-((3aR,3bS,4aS,5R,5aS)-3b-(difluoromethyl)-2,2-dimethylhexahydrocyclopropa[3,4]cyclopenta[1,2-d][1,3]dioxol-5-yl)-N-ethyl-3H-imidazo[4,5-b]pyridin-7-amine ClC1=CC(=C2C(=N1)N(C=N2)[C@@H]2[C@@H]1[C@]([C@@H]3[C@H]2OC(O3)(C)C)(C1)C(F)F)NCC